C(C=CCCCCCCCC)=O undecen-al